C(C1=CC=CC=C1)SC1=C(C(=C(C(=C1F)F)OC(F)F)F)F benzyl(4-(difluoromethoxy)-2,3,5,6-tetrafluorophenyl)sulfane